1-(3-bromo-5-methoxyphenyl)-3-(2-hydroxymethylphenyl)urea BrC=1C=C(C=C(C1)OC)NC(=O)NC1=C(C=CC=C1)CO